6-(2-methylbutoxy)-4-(6-(4-(pyrimidin-2-ylmethyl)piperazin-1-yl)pyridin-3-yl)pyrazolo[1,5-a]pyridine-3-carbonitrile CC(COC=1C=C(C=2N(C1)N=CC2C#N)C=2C=NC(=CC2)N2CCN(CC2)CC2=NC=CC=N2)CC